FC1=C(C(=CC=C1)OC)C1=NC=CC(=N1)NC1=NC=C(C(=C1)N1C[C@@H]([C@H](CC1)CO)O)C=1C=NN(C1)C1CCOCC1 (3R,4R)-1-(2-((2-(2-fluoro-6-methoxyphenyl)pyrimidin-4-yl)amino)-5-(1-(tetrahydro-2H-pyran-4-yl)-1H-pyrazol-4-yl)pyridin-4-yl)-4-(hydroxymethyl)piperidin-3-ol